O1C(OCC1)CC[C@@H](C(C)C)N1CC(C1)C=1C=C(C=2N(C1)C(=NC2F)C)C2=C(C(=O)N1[C@@H](COCC1)C)C=C(C=C2)F (3R)-4-[2-(6-{1-[(3S)-1-(1,3-dioxolan-2-yl)-4-methylpentan-3-yl]azetidin-3-yl}-1-fluoro-3-methylimidazo[1,5-a]pyridin-8-yl)-5-fluorobenzoyl]-3-methylmorpholine